C1(=CC=CC=C1)C(C1=CC=C(C=C1)C)(C1=CC=CC=C1)NCCCCC(C(=O)O)NC(=O)OCC1C2=CC=CC=C2C=2C=CC=CC12 6-[(diphenyl-p-tolyl-methyl)-amino]-2-(9H-fluoren-9-ylmethoxycarbonylamino)-hexanoic acid